FC([C@@H]1C[C@H](N(C1)C(CNC(CCCOC1=CC=CC=C1)=O)=O)C(=O)OCC1=CC=CC=C1)F benzyl (2S,4R)-4-(difluoromethyl)-1-((4-phenoxybutanoyl)glycyl)pyrrolidine-2-carboxylate